O[C@@H](C(=O)N1[C@@H]([C@@H]2[C@H](C1)CCC2)C(=O)N[C@@H](C[C@H]2C(NCC2)=O)C(COC(F)(F)F)=O)CCC (1S,3aR,6aS)-2-((R)-2-hydroxypentanoyl)-N-((S)-3-oxo-1-((S)-2-oxopyrrolidin-3-yl)-4-(trifluoromethoxy)butan-2-yl)octahydrocyclopenta[c]pyrrole-1-carboxamide